4-{[trans-4-methoxycyclohexyl]amino}but-2-enamide CO[C@@H]1CC[C@H](CC1)NCC=CC(=O)N